methyl-2,2'-bipyridyl-4-formic acid CC=1C(=NC=CC1C(=O)O)C1=NC=CC=C1